2-(7-chloro-3-ethylsulfonylimidazo[1,2-a]pyridin-2-yl)-3-methyl-6-trifluoromethylimidazo[4,5-b]pyridine ClC1=CC=2N(C=C1)C(=C(N2)C2=NC=1C(=NC=C(C1)C(F)(F)F)N2C)S(=O)(=O)CC